Cl.OB1OC(C2=C1C=CC(=C2)NC2=NC=C(C(=N2)N[C@H]2[C@@H](CCCC2)C#N)C)(C)C (trans)-2-[[2-[(1-hydroxy-3,3-dimethyl-2,1-benzoxaborol-5-yl)amino]-5-methyl-pyrimidin-4-yl]amino]cyclohexane-1-carbonitrile hydrochloride